propionic acid (E)-3,7-dimethyl-2,7-octadienyl ester C\C(=C/COC(CC)=O)\CCCC(=C)C